O=C1NC=CC2=C(C=CC=C12)N1N=CC(=C1C(F)(F)F)C(=O)Cl 1-(1-oxo-1,2-dihydroisoquinolin-5-yl)-5-(trifluoromethyl)-1H-pyrazole-4-carboxylic acid chloride